BrC(CC/C(=C/CO)/C)CCCCCCCCCC (E)-6-Bromo-3-methylhexadec-2-en-1-ol